(1-(2-azidoethyl)-1H-pyrazol-3-yl)-N-(4-methoxypyridin-2-yl)-5-methyl-2-(1-methyl-1H-imidazol-2-yl)pyrrolo[2,1-F][1,2,4]triazin-4-amine N(=[N+]=[N-])CCN1N=C(C=C1)C=1C(=C2C(=NC(=NN2C1)C=1N(C=CN1)C)NC1=NC=CC(=C1)OC)C